C12COCC(CC1)N2C2=C(CNCCC1(CCOC3(CCCC3)C1)C1=NC=CC=C1)C=CC(=C2)F N-(2-(3-oxa-8-azabicyclo[3.2.1]oct-8-yl)-4-fluorobenzyl)-2-(9-(pyridin-2-yl)-6-oxaspiro[4.5]dec-9-yl)ethylamine